6-(2-(((1r,4r)-4-((2-methoxyethyl)amino)cyclohexyl)amino)pyrimidin-4-yl)-4,4-dimethyl-3,4-Dihydroisoquinolin COCCNC1CCC(CC1)NC1=NC=CC(=N1)C=1C=C2C(CN=CC2=CC1)(C)C